FCCCN1C[C@H](CC1)OC1=CC=C(C=C1)C1=C(CCSC2=C1C=CC(=C2)O)C2=C(C=C(C=C2)OC(F)(F)F)F 5-[4-[(3S)-1-(3-fluoropropyl)pyrrolidin-3-yl]oxyphenyl]-4-[2-fluoro-4-(trifluoromethoxy)phenyl]-2,3-dihydro-1-benzothiepin-8-ol